2-(4-chloro-3-(trifluoromethyl)phenyl)-3-(4-(4-methylpiperazin-1-yl)but-1-ynyl)-6-(5-(trifluoromethyl)-2H-pyrazol-3-yl)phenol ClC1=C(C=C(C=C1)C1=C(C(=CC=C1C#CCCN1CCN(CC1)C)C=1NN=C(C1)C(F)(F)F)O)C(F)(F)F